NCCOCCOCCOCCOCCOCCOCCOCCOCCOC1=CC=C(C=C1)CNC(OCC1=CC=CC=C1)=O benzyl N-({4-[(26-amino-3,6,9,12,15,18,21,24-octaoxahexacosan-1-yl)oxy]phenyl}methyl)carbamate